[Br-].C[N+](CC(CC1=C(C=CC=C1)C)C1=C(C=CC=C1)C)(CCO)C dimethyl-2-hydroxyethyl-2,3-ditolyl-propyl-ammonium bromide